C(C1=CC=CC=C1)OC1=NC(=CC=C1N1C(N(C2=C1C=CC(=C2)[C@@H]2CN(CC2)CC(=O)OC(C)(C)C)C)=O)OCC2=CC=CC=C2 tert-butyl 2-[(3R)-3-[1-(2,6-dibenzyloxy-3-pyridyl)-3-methyl-2-oxo-benzimidazol-5-yl]pyrrolidin-1-yl]acetate